3-ethyladamantyl acrylate C(C=C)(=O)OC12CC3(CC(CC(C1)C3)C2)CC